C(#N)C=1C=C(C(=O)N2CCC3=CC(=CC=C23)[C@@H](C)NC(C2=CC=C(C=C2)Cl)=O)C=CC1 (R)-N-(1-(1-(3-cyanobenzoyl)-2,3-dihydro-1H-indol-5-yl)ethyl)-4-chlorobenzamide